(1S)-3-(4-phenoxyphenyl)-1-(3-piperidyl)pyrazolo[3,4-d]pyrimidin-4-amine O(C1=CC=CC=C1)C1=CC=C(C=C1)C1=NN(C2=NC=NC(=C21)N)C2CNCCC2